ClCC(=O)C1=CC=CC=C1 alpha-chloroacetophenone